C1(CC1)C1=NC=C(C=N1)C=1C=C2C(=NC1)NN=C2C(=O)C=2C(=C(C(=CC2F)F)NS(=O)(=O)CCC)F N-(3-(5-(2-cyclopropylpyrimidin-5-yl)-1H-pyrazolo[3,4-b]pyridine-3-carbonyl)-2,4,6-trifluorophenyl)propane-1-sulfonamide